methyl cis-2-((3-(2,6-dimethoxyphenyl)-1-((2-(trimethylsilyl)ethoxy)methyl)-1H-pyrrolo[2,3-b]pyridin-6-yl)carbamoyl)cyclopropane-1-carboxylate COC1=C(C(=CC=C1)OC)C1=CN(C2=NC(=CC=C21)NC(=O)[C@@H]2[C@@H](C2)C(=O)OC)COCC[Si](C)(C)C